4-(cyclohexylmethyl)-2-oxopiperazin C1(CCCCC1)CN1CC(NCC1)=O